N(C(=O)N)OC[C@@H](N)C(=O)O O-ureido-D-serine